tert-butyl (R,E)-3-(4-(3H-[1,2,3]triazolo[4,5-b]pyridin-3-yl)-N-(6-(3-ethoxy-3-oxoprop-1-en-1-yl)isoquinolin-1-yl)-2-fluorobenzamido)piperidine-1-carboxylate N1=NN(C2=NC=CC=C21)C2=CC(=C(C(=O)N(C1=NC=CC3=CC(=CC=C13)\C=C\C(=O)OCC)[C@H]1CN(CCC1)C(=O)OC(C)(C)C)C=C2)F